4-((S)-1-((S)-1-((1-(2,3-difluorobenzyl)-1H-imidazol-4-yl)amino)-1-oxopropan-2-yl)-4,4-difluoropiperidin-3-yl)pyridine 1-oxide FC1=C(CN2C=NC(=C2)NC([C@H](C)N2C[C@@H](C(CC2)(F)F)C2=CC=[N+](C=C2)[O-])=O)C=CC=C1F